(R)-4-(7-(3-aminopiperidine-1-yl)-3-(4-hexylphenyl)-3H-imidazo[4,5-b]pyridine-2-yl)-2-fluorobenzonitrile N[C@H]1CN(CCC1)C1=C2C(=NC=C1)N(C(=N2)C2=CC(=C(C#N)C=C2)F)C2=CC=C(C=C2)CCCCCC